FC(N1N=CC(=C1)C=1C(=CC(=C(C1)NC=1N=C(C2=C(N1)NC=C2)NC=2C(=C1N=CC=NC1=CC2)P(C)(C)=O)OC)N2CCN(CC2)C)F (6-((2-((5-(1-(difluoromethyl)-1H-pyrazol-4-yl)-2-methoxy-4-(4-methylpiperazine-1-yl)phenyl)amino)-7H-pyrrolo[2,3-d]pyrimidin-4-yl)amino)quinoxalin-5-yl)dimethylphosphine oxide